N1CCC2(CC1)[C@@H](CC1=CC=CC=C12)N[S@](=O)C(C)(C)C (R)-N-((R)-2,3-dihydrospiro[inden-1,4'-piperidin]-2-yl)-2-methylpropan-2-sulfinamide